4-hydroxy-N-methyl-1-(3-methyl-2-(4-(thiophen-2-yl)-1H-1,2,3-triazol-1-yl)butanoyl)pyrrolidine-2-carboxamide OC1CC(N(C1)C(C(C(C)C)N1N=NC(=C1)C=1SC=CC1)=O)C(=O)NC